NC=1C=CC(=NC1)C(C(C)(C)C1=CC=C(C=C1)Cl)=O 1-(5-amino-2-pyridyl)-2-(4-chlorophenyl)-2-methyl-propan-1-one